uridine 3'-thiophosphate P(=S)(O)(O)O[C@H]1[C@H]([C@@H](O[C@@H]1CO)N1C(=O)NC(=O)C=C1)O